Saccharic acid benzoate C(C1=CC=CC=C1)(=O)O.OC(=O)[C@H](O)[C@@H](O)[C@H](O)[C@H](O)C(=O)O